2-(2-cycloheptyl-5-ethyl-6-(4-(2-hydroxy-3-methylbenzoyl)piperazin-1-yl)-7-oxo-[1,2,4]triazolo[1,5-a]pyrimidin-4(7H)-yl)-N-(4-(trifluoromethyl)phenyl)acetamide C1(CCCCCC1)C1=NN2C(N(C(=C(C2=O)N2CCN(CC2)C(C2=C(C(=CC=C2)C)O)=O)CC)CC(=O)NC2=CC=C(C=C2)C(F)(F)F)=N1